N1=CN=C2NC=NC2=C1N1CCSC(=C1)C1=CC=C2CCC(NC2=C1)=O 7-(4-(9H-purin-6-yl)-3,4-dihydro-2H-1,4-thiazin-6-yl)-3,4-dihydroquinolin-2(1H)-one